1-(1H-Benzoimidazol-5-yl)-5-(4-bromo-phenyl)-4-(cyclohexylimino)-imidazolidin-2-one N1C=NC2=C1C=CC(=C2)N2C(NC(C2C2=CC=C(C=C2)Br)=NC2CCCCC2)=O